(E)-1-p-chlorophenyl-2-(1,2,4-triazole-1-yl)-4,4-dimethyl-1-pentene-3-ol ClC1=CC=C(C=C1)\C=C(/C(C(C)(C)C)O)\N1N=CN=C1